[3-(methacrylamido)propyl]Dimethyl-(3-sulfopropyl)ammonium hydroxide [OH-].C(C(=C)C)(=O)NCCC[N+](CCCS(=O)(=O)O)(C)C